5-amino-2-(1H-imidazol-1-yl)-N-((1r,4r)-4-methoxycyclohexyl)isonicotinamide NC1=CN=C(C=C1C(=O)NC1CCC(CC1)OC)N1C=NC=C1